(R)-methyl chloropropionate Cl[C@@H](C(=O)OC)C